[NH4+].C(C)(=O)N[C@@H]1[C@H](CC(C([O-])=O)(O)O[C@H]1[C@H](O)[C@H](O)CO)O N-acetylneuraminic acid ammonium salt